N1=CN=C(C2=CC=CC=C12)NC(C(=O)O)CC (quinazolin-4-ylamino)butanoic acid